FC=1C=CC(=NC1)N1CN=C(C=C1)C=1C=NC=CC1C N-(5-fluoropyridin-2-yl)-4-(4-methylpyridin-3-yl)pyrimidine